N,N-Dimethyl-1-(5-ethyl-2-hexadecyloxy-3-methoxyphenyl)methan-amin-N-oxid C[N+](CC1=C(C(=CC(=C1)CC)OC)OCCCCCCCCCCCCCCCC)(C)[O-]